C1=CC(=C(C=C1C(CO)O)O)O Dl-3,4-dihydroxyphenyl glycol